C(C(C)C)NC1=NC(=CC2=C1N=C(N=C2)SC)C#N 8-(isobutylamino)-2-(methylsulfanyl)pyrido[3,4-d]pyrimidine-6-carbonitrile